tert-butyl (2S,6R)-2-(((S)-1-cyano-2-(2-fluoro-4-(3-methyl-2-oxo-2,3-dihydrobenzo[d]oxazol-5-yl)phenyl)ethyl)carbamoyl)-6-ethoxy-1,4-oxazepane-4-carboxylate C(#N)[C@H](CC1=C(C=C(C=C1)C=1C=CC2=C(N(C(O2)=O)C)C1)F)NC(=O)[C@H]1OC[C@@H](CN(C1)C(=O)OC(C)(C)C)OCC